1-Ethyl-3-methylbutylpyridinium diethyl-phosphate tert-butyl-9-benzyl-3-thia-7,9-diazabicyclo[3.3.1]nonane-7-carboxylate C(C)(C)(C)OC(=O)N1CC2CSCC(C1)N2CC2=CC=CC=C2.C(C)OP(=O)(OCC)[O-].C(C)C(CC(C)C)[N+]2=CC=CC=C2